BrC1=C(C(=C2N(C(CN(S2(=O)=O)CCC)C(=O)OC)C1=O)C1=CC(=CC=C1)C(F)(F)F)CC1=CC=CC2=CC=CC=C12 Methyl 7-bromo-8-(naphthalen-1-ylmethyl)-6-oxo-2-propyl-9-(3-(trifluoromethyl)phenyl)-3,4-dihydro-2H,6H-pyrido[1,2-e][1,2,5]thiadiazine-4-carboxylate-1,1-dioxide